3-(Benzyloxy)-N2-((S)-but-3-en-2-yl)-1-(but-3-en-2-ylamino)-4-oxo-N5-(2,4,6-trifluorobenzyl)-1,4-dihydropyridine-2,5-dicarboxamide C(C1=CC=CC=C1)OC1=C(N(C=C(C1=O)C(=O)NCC1=C(C=C(C=C1F)F)F)NC(C)C=C)C(=O)N[C@@H](C)C=C